2,5-bis(hydroxylmethyl)furan OCC=1OC(=CC1)CO